2,4-difluoro-6-((6aR,9S)-9-methyl-6,6a,7,8,9,10-hexahydro-5H-pyrazino[1',2':4,5]pyrazino[2,3-c]pyridazin-2-yl)phenol FC1=C(C(=CC(=C1)F)C=1C=C2C(=NN1)NC[C@@H]1N2C[C@@H](NC1)C)O